COC(CCC\C=C/CCCCCCCC)=O (Z)-5-tetradecenoic acid methyl ester